C(C=C)(=O)OCCCCCCCCCCCCC[Si](OC)(OC)C acryloyloxytridecyl-methyldimethoxysilane